Ethyl (S)-3-((tert-butoxycarbonyl)amino)-3-(5-cyclopropyl-3',4,4'-trifluoro-2'-hydroxy-6'-methyl-[1,1'-biphenyl]-3-yl)propanoate C(C)(C)(C)OC(=O)N[C@@H](CC(=O)OCC)C=1C=C(C=C(C1F)C1CC1)C1=C(C(=C(C=C1C)F)F)O